The molecule is a N-acyl-15-methylhexadecasphinganine in which the acyl group has 24 carbons and 0 double bonds. It has a role as a Caenorhabditis elegans metabolite. It is a N-acyl-15-methylhexadecasphinganine and a N-(very-long-chain fatty acyl)-sphingoid base. CCCCCCCCCCCCCCCCCCCCCCCC(=O)N[C@@H](CO)[C@@H](CCCCCCCCCCCC(C)C)O